C[C@@H](C=C)S(=O)(=O)N (S)-BUT-3-ENE-2-SULFONAMIDE